2,3-dihydropyrazol N1NCC=C1